3-((3-Exo)-3-((8-methoxy-7-((5-methyl-1H-pyrazol-3-yl)amino)-1,6-naphthyridin-5-yl)amino)-8-azabicyclo[3.2.1]oct-8-yl)propionitrile COC=1C(=NC(=C2C=CC=NC12)NC1CC2CCC(C1)N2CCC#N)NC2=NNC(=C2)C